[Si](C)(C)(C(C)(C)C)OCC(C)C=1C(=CN=NC1C(=C)OCC)C#CC(=O)C12CCC(CC1)(CC2)C(=O)OC Methyl 4-{3-[5-{1-[(tert-butyldimethylsilyl)oxy]propan-2-yl}-6-(1-ethoxyvinyl)pyridazin-4-yl]propioloyl}bicyclo[2.2.2]octane-1-carboxylate